4-(4-isopropylphenoxy)benzaldehyde C(C)(C)C1=CC=C(OC2=CC=C(C=O)C=C2)C=C1